(S)-2-((7-bromobenzo[d][1,3]dioxolan-4-yl)methyl)-1-(oxetane-2-ylmethyl)-1H-benzo[d]imidazole-6-carboxylic acid methyl ester COC(=O)C=1C=CC2=C(N(C(=N2)CC2=CC=C(C=3OCOC32)Br)C[C@H]3OCC3)C1